C1(CC1)C=1N=NN(C1)C(C(=O)N1[C@@H](C[C@H](C1)O)C(=O)NC)C1(CCCCC1)C (2s,4r)-1-(2-(4-cyclopropyl-1H-1,2,3-triazol-1-yl)-2-(1-methylcyclohexyl)acetyl)-4-hydroxy-N-methylpyrrolidine-2-carboxamide